N1=CN=C(C2=C1C=CN=C2)N pyrido[4,3-d]Pyrimidin-4-amine